2,4-dihydroxy-4'-isopropoxybenzophenone OC1=C(C(=O)C2=CC=C(C=C2)OC(C)C)C=CC(=C1)O